[Si](C1=CC=CC=C1)(C1=CC=CC=C1)(C(C)(C)C)OC1CCC(CC1)NC (1s,4s)-4-[(tert-butyldiphenylsilyl)oxy]-N-methylcyclohexan-1-amine